COC1=C(C(=O)NC2=NN=NN2)C=CC(=C1)C1=NC(=CN=C1)C=1SC=C(C1)NC(CC)=O 2-methoxy-4-(6-(4-propionamidothiophen-2-yl)pyrazin-2-yl)-N-(1H-tetrazol-5-yl)benzamide